8-((2-cyclopropyl-5-ethoxy-4'-fluoro-[1,1'-biphenyl]-4-yl)methyl)-2-thia-1,3,8-triazaspiro[4.5]decane 2,2-dioxide C1(CC1)C1=C(C=C(C(=C1)CN1CCC2(CNS(N2)(=O)=O)CC1)OCC)C1=CC=C(C=C1)F